N-(5-((2-((tert-butyldimethylsilyl)oxy)cyclopentyl)methoxy)-1,3,4-thiadiazol-2-yl)-2'-chloro-5'-methoxy-6-methyl-(4,4'-bipyridine)-3-carboxamide [Si](C)(C)(C(C)(C)C)OC1C(CCC1)COC1=NN=C(S1)NC(=O)C=1C=NC(=CC1C1=CC(=NC=C1OC)Cl)C